BrC1=C(SC=C1)C(=O)N1CCN(CC1)C1=C(C=CC=C1)N(S(=O)(=O)C=1C=CC2=C(C(=C(S2)C(=O)[O-])C)C1)CCC=1SC=CC1 5-(N-(2-(4-(3-Bromothiophene-2-carbonyl)piperazin-1-yl)phenyl)-N-(2-(thiophen-2-yl)ethyl)sulfamoyl)-3-methylbenzothiophene-2-carboxylate